CC1=CC=C(C=C1)S(=O)[O-].[Na+].ClC1=C(OCCCOC2=NC=C(C=C2)C(F)(F)F)C(=CC(=C1)OC)Cl 2-(3-(2,6-dichloro-4-methoxyphenoxy)propoxy)-5-(trifluoromethyl)pyridine sodium para-toluenesulfinate